methyl 2-(trifluoromethyl)piperidine-4-carboxylate FC(C1NCCC(C1)C(=O)OC)(F)F